FC1=CC(=C(C=2C3=C(C(=NN3C)C)C3(CCC3)NC12)C)C1=C2C=CN(C2=CC=C1)S(=O)(=O)C 6-Fluoro-1,3,9-trimethyl-8-(1-methylsulfonylindol-4-yl)spiro[5H-pyrazolo[4,3-c]chinolin-4,1-cyclobutan]